CN1C(C(=CC2=CC=CC=C12)C1=CC=CC=C1Cl)=O N-methyl-6-chloro-phenyl-2-quinolinone